6-amino-5-(3-aminoprop-1-ynyl)-1,3-dihydropyrimidine-2-one NC1=C(CNC(N1)=O)C#CCN